4-methylenedioxyphenylacetonitrile C1OC2=CC=C(C=C2O1)CC#N